(S)-N-(2,5-dichlorophenyl)-2-(4-phenylthiazol-2-yl)pyrrolidine-1-carboxamide ClC1=C(C=C(C=C1)Cl)NC(=O)N1[C@@H](CCC1)C=1SC=C(N1)C1=CC=CC=C1